C(C(C)C)(=O)OCOC=1C(=NC=CC1OC)C(=O)N[C@@H](C)C(=O)O[C@@H](C)[C@@H](C(C)C)C1=C(C=C(C=C1)C)F (2S,3S)-3-(2-fluoro-4-methylphenyl)-4-methylpentan-2-yl N-({3-[(isobutyryloxy)methoxy]-4-methoxypyridin-2-yl}carbonyl)-L-alaninate